C(C)(C)(C)C1=CC=C(C=C1)N1NC(=CC1C1=CC(=C(C=C1)OC)OC)C=CC1=CC(=C(C=C1)OC)OC 1-(4-tert-butyl-phenyl)-3-(3,4-dimethoxystyryl)-5-(3,4-dimethoxyphenyl)-pyrazoline